4-dimethylamino-benzylamine hydrochloride Cl.CN(C1=CC=C(CN)C=C1)C